O[C@H](/C=C/[C@@H]1[C@H]2C(/C(/O[C@H]2C[C@H]1O)=C/CCCC1=NN=NN1)(F)F)[C@H](C)C=1C=C(C=CC1)C 4-[(Z)-(1S,5R,6R,7R)-6-[(1E,3R,4R)-3-hydroxy-4-(m-tolyl)-1-pentenyl]-7-hydroxy-2-oxa-4,4-difluoro-bicyclo[3.3.0]octan-3-ylidene]-1-(tetrazol-5-yl)butane